O=S1(CCC2=C1C=CC(=C2)CC2(C(N(C(=C(C2)C(=O)N(C)C)C)C2=CC(=CC=C2)C(F)(F)F)=O)C(=O)N)=O 3-[(1,1-dioxido-2,3-dihydro-1-benzothien-5-yl)methyl]-N5,N5,6-trimethyl-2-oxo-1-[3-(trifluoromethyl)phenyl]-1,2-dihydropyridine-3,5-dicarboxamide